C1(=CC=CC=C1)N(C1=CC=C(C=C1)C1=CC=NC2=CC=CC=C12)C1=CC=CC=C1 N,N-diphenyl-4-(quinolin-4-yl)aniline